[Cr].[Ti].[V].[Nb] niobium-vanadium-titanium-chromium